C(C1=CC=CC=C1)N1C2=C(C=3C=CC=CC13)CN(CC2)C 5-benzyl-2-methyl-2,3,4,5-tetrahydro-1H-pyrido[4,3-b]indole